2-(6-(((1R,2s,3S,5R)-6,6-difluoro-2-methoxy-8-azabicyclo[3.2.1]octan-3-yl)(methyl)amino)-1,2,4-triazin-3-yl)-5-(1H-imidazol-1-yl)phenol FC1([C@H]2C[C@@H]([C@H]([C@@H](C1)N2)OC)N(C2=CN=C(N=N2)C2=C(C=C(C=C2)N2C=NC=C2)O)C)F